CN1C(CCC1)C=1N=C2N(C=C(C=C2)NC(=O)C2=CN=C(O2)C2=CC=CC=C2)C1 N-[2-(1-methylpyrrolidin-2-yl)imidazo[1,2-a]pyridin-6-yl]-2-phenyl-1,3-oxazole-5-carboxamide